C(C)OC(=O)[C@@H]1C(=C([C@H]1C1=CC(=C(C(=C1)OC)OC)OC)C1=CC=CC=C1)C1SCCCS1 Trans-2-(1,3-dithian-2-yl)-3-phenyl-4-(3,4,5-trimethoxyphenyl)cyclobut-2-ene-1-carboxylic acid ethyl ester